C(C)(C)(C)OC(=O)N1CCC(CC1)COC1=NC=CC(=C1)C(F)(F)F.C(=C)N1C(N(C(=C1)C#N)CCCCCCCC)C#N 1-vinyl-3-octylimidazoledinitrile tert-butyl-4-({[4-(trifluoromethyl)pyridin-2-yl]oxy}methyl)piperidine-1-carboxylate